C(C)C1(COC1)N1CC2=CN=C(C=C2CC1)OCC1=C(N=NN1C=1C=NC(=CC1)C)C 2-(3-ethyloxetan-3-yl)-6-{[4-methyl-1-(6-methylpyridin-3-yl)-1H-1,2,3-triazol-5-yl]methoxy}-1,2,3,4-tetrahydro-2,7-naphthyridine